CC=1C(=CC=2N(C3=CC=CC=C3C2C1C)C)C1=C(C=CC=C1)N 3,4,9-trimethyl-2-(2'-aminophenyl)carbazole